tert-butyl-3-(2-chloro-5-(methylthio) pyrimidin-4-yl)-8-azabicyclo[3.2.1]oct-2-ene-8-carboxylate C(C)(C)(C)OC(=O)N1C2C=C(CC1CC2)C2=NC(=NC=C2SC)Cl